2-(1-(3-fluorobenzyl)-1H-indol-6-yl)-N-(2-hydroxyethyl)benzamide FC=1C=C(CN2C=CC3=CC=C(C=C23)C2=C(C(=O)NCCO)C=CC=C2)C=CC1